4-((5-(6,7-dimethoxy-3-oxo-1,3-dihydronaphtho[2,3]furan-4-yl)pyridin-2-yl)(methyl)amino)benzonitrile COC=1C(=CC2=CC3=C(C(CO3)=O)C(=C2C1)C=1C=CC(=NC1)N(C1=CC=C(C#N)C=C1)C)OC